(3-((benzyloxy)methyl)-4-ethyl-5-oxo-4,5-dihydro-1H-1,2,4-triazol-1-yl)-3-fluoro-8-isopropyl-6-(o-tolyl)-1,6-naphthyridin-5(6H)-one C(C1=CC=CC=C1)OCC1=NN(C(N1CC)=O)C1=NC=2C(=CN(C(C2C=C1F)=O)C1=C(C=CC=C1)C)C(C)C